dipentaerythritol triitaconate C(C(=C)CC(=O)O)(=O)O.C(C(=C)CC(=O)O)(=O)O.C(C(=C)CC(=O)O)(=O)O.OCC(CO)(COCC(CO)(CO)CO)CO